4-chloro-1-morpholinobutan-1-one ClCCCC(=O)N1CCOCC1